1-(3,4-dihydroxyphenyl)-pyrrole-2,5-dione OC=1C=C(C=CC1O)N1C(C=CC1=O)=O